1-(4-((4-(benzo[d]thiazol-6-ylamino)-7-methoxyquinazolin-6-yl)oxy)piperidin-1-yl)prop-2-en-1-one S1C=NC2=C1C=C(C=C2)NC2=NC=NC1=CC(=C(C=C21)OC2CCN(CC2)C(C=C)=O)OC